1-(oxetan-3-yl)methane-sulfonamide O1CC(C1)CS(=O)(=O)N